4'-(5-amino-3-((4-sulfamoylphenyl)amino)-1H-1,2,4-triazole-1-carboxamido)-[1,1'-biphenyl]-4-carboxylic acid NC1=NC(=NN1C(=O)NC1=CC=C(C=C1)C1=CC=C(C=C1)C(=O)O)NC1=CC=C(C=C1)S(N)(=O)=O